C(C)(C)N1C[C@H](NCC1)C (R)-1-isopropyl-3-methylpiperazine